3-[4-(5-azido-pent-1-ynyl)-1-oxo-1,3-dihydro-isoindol-2-yl]-piperidine-2,6-Dione N(=[N+]=[N-])CCCC#CC1=C2CN(C(C2=CC=C1)=O)C1C(NC(CC1)=O)=O